2-amino-2-(1-nonyl-1H-1,2,3-triazol-4-yl)propan-1,3-diol NC(CO)(CO)C=1N=NN(C1)CCCCCCCCC